CC1=CC=C(C=C1)S(=O)(=O)OCCOC1=CC=C(C=C1)NC=1N=CC2=C(N1)N(C(=C2)C(N(C)C)=O)C2CCCC2 2-[4-[[7-cyclopentyl-6-(dimethylcarbamoyl) pyrrolo[2,3-d]pyrimidin-2-yl] amino]-phenoxy]-ethyl 4-methylbenzenesulfonate